C(C)(=O)C1=C(C=C(S1)C(C(C(=O)OC)C)C1=CC(=C(C=C1)C)COCC1=CC=C(C=C1)OC)F methyl 3-(5-acetyl-4-fluorothiophen-2-yl)-3-(3-{[(4-methoxybenzyl) oxy] methyl}-4-methylphenyl)-2-methylpropionate